(2-chlorothiazol-5-yl)((2S,5R)-5-(5-((2,4-dimethoxybenzyl)amino)-7,9-difluoro-[1,2,4]triazolo[1,5-c]quinazolin-2-yl)-2-methylpiperidin-1-yl)methanone ClC=1SC(=CN1)C(=O)N1[C@H](CC[C@H](C1)C1=NN2C(=NC=3C(=CC(=CC3C2=N1)F)F)NCC1=C(C=C(C=C1)OC)OC)C